(S)-1-chloro-3-(2,6-dichloro-4-((4-((R)-2-hydroxy-3-(ethylsulfonyl)propoxy)phenyl)sulfonyl)phenoxy)propan-2-ol ClC[C@H](COC1=C(C=C(C=C1Cl)S(=O)(=O)C1=CC=C(C=C1)OC[C@H](CS(=O)(=O)CC)O)Cl)O